OCC1=NC2=C(N1C1=CC(=CC(=N1)N=S(=O)(C)C)N1[C@@H](COCC1)C)C=CC=C2 (R)-((6-(2-(Hydroxymethyl)-1H-benzo[d]imidazol-1-yl)-4-(3-methylmorpholino)pyridin-2-yl)imino)dimethyl-λ6-sulfanone